1-(5-((4-(6-fluoro-1H-indol-3-yl)piperidin-1-yl)methyl)-1-oxoisoindolin-2-yl)dihydropyrimidine-2,4(1H,3H)-dione FC1=CC=C2C(=CNC2=C1)C1CCN(CC1)CC=1C=C2CN(C(C2=CC1)=O)N1C(NC(CC1)=O)=O